C(C1=CC=CC=C1)OC1=C(N(C=CC1=O)CC)C(=O)O 3-(benzyloxy)-1-ethyl-4-oxo-1,4-dihydropyridine-2-carboxylic acid